FC1=CC=C(C=C1)[C@H]1[C@@H](C1)NC=1C2=C(N=C(N1)C(F)(F)F)SC(=C2)C N-((1R,2S)-2-(4-fluorophenyl)cyclopropyl)-6-methyl-2-(trifluoromethyl)thieno[2,3-d]pyrimidin-4-amine